C(CCC)[Bi](O[Bi](CCCC)(CCCC)(CCCC)O[Bi](CCCC)(CCCC)(CCCC)CCCC)(CCCC)(CCCC)CCCC bis(tetrabutyl-λ5-bismuthanyloxy)(tributyl)-λ5-bismuthane